N-(4-((3-(2-(((1r,4r)-4-aminocyclohexyl)amino)pyrimidin-4-yl)pyridin-4-yl)oxy)-3-fluorophenyl)5-cyano-2-methylbenzenesulfonamide NC1CCC(CC1)NC1=NC=CC(=N1)C=1C=NC=CC1OC1=C(C=C(C=C1)NS(=O)(=O)C1=C(C=CC(=C1)C#N)C)F